5,6-dimethoxy-3-methylbenzo[b]thiophene-2-carboxylic acid COC1=CC2=C(SC(=C2C)C(=O)O)C=C1OC